2-((2R,4S)-2-(1-cyclopropyl-1H-pyrazol-4-yl)tetrahydro-2H-pyran-4-yl)-6,7-dimethyl-4-(2,4,5-trifluorophenyl)pteridine C1(CC1)N1N=CC(=C1)[C@@H]1OCC[C@@H](C1)C1=NC2=NC(=C(N=C2C(=N1)C1=C(C=C(C(=C1)F)F)F)C)C